4-carbmethoxy-5-((carbmethoxymethyl)thio)imidazole C(=O)(OC)C=1N=CNC1SCC(=O)OC